(E)-3-[4-(2-Cyclobutylsulfanyl-3-pyridyl)-2,6-difluoro-phenyl]prop-2-enoic acid ethyl ester C(C)OC(\C=C\C1=C(C=C(C=C1F)C=1C(=NC=CC1)SC1CCC1)F)=O